FC(OC1=CC=C(OC=2C=CC3=C(NC=N3)C2)C=C1)(F)F 6-[4-(trifluoromethoxy)phenoxy]-1H-benzimidazole